FC1=CC=C(C=C1)N1C(=C(C2=C1C=C1C=NN(C1=C2)C(C(C)(C)C)=O)I)C2CCOCC2 1-(5-(4-fluorophenyl)-7-iodo-6-(tetrahydro-2H-pyran-4-yl)pyrrolo[2,3-f]Indazol-1(5H)-yl)-2,2-dimethylpropan-1-one